C(C)N(CC)CCC[Si](OCC)(OCC)OCC (N,N-diethyl)aminopropyltriethoxysilane